(3ar,5s,6as)-5-((5-trifluoromethyl-1H-pyrrolo[2,3-b]pyridin-4-yl)amino)-N-(3-methoxy-1,2,4-thiadiazol-5-yl)hexahydrocyclopenta[c]pyrrole-2(1H)-carboxamide FC(C=1C(=C2C(=NC1)NC=C2)NC2C[C@@H]1[C@@H](CN(C1)C(=O)NC1=NC(=NS1)OC)C2)(F)F